C(C1=CC=CC=C1)OC(NC1(CCNCC1)C1=CC=C(C=C1)C=1C(=NC=CC1)OCC)=O N-{4-[4-(2-ethoxypyridin-3-yl)phenyl]Piperidin-4-yl}carbamic acid benzyl ester